C1(=C(C=CC=C1)C[B-](F)(F)F)C1=CC=CC=C1.[K+] potassium ([1,1'-biphenyl]-2-ylmethyl)trifluoroborate